NOC(C)O (aminooxy)ethan-1-ol